N1C=NC2=C1C=C(C=C2)CC(=O)ON2C(CCC2=O)=O 2,5-dioxopyrrolidin-1-yl 2-(1H-benzo[d]imidazol-6-yl)acetate